N-maleimidobutyloxysuccinimide C1(C=CC(N1CCCCON1C(CCC1=O)=O)=O)=O